1-((5-bromo-1,3,4-thiadiazol-2-yl)methyl)-4-(3-hydroxycyclopentyl)piperazine-2,3-dione BrC1=NN=C(S1)CN1C(C(N(CC1)C1CC(CC1)O)=O)=O